BrC=1C2=CN(N=C2C(=C(C1Cl)F)C(=C)C)C1OCCCC1 4-bromo-5-chloro-6-fluoro-7-(prop-1-en-2-yl)-2-(tetrahydro-2H-pyran-2-yl)-2H-indazole